5-amino-1-(2-vinylbenzyl)-1H-tetrazole NC1=NN=NN1CC1=C(C=CC=C1)C=C